COC1=CC=CC(=N1)C=1OC2=C(C=C(C=C2C(C1)=O)C)[C@@H](C)NC1=C(C(=O)O)C=CC=C1 (R)-2-((1-(2-(6-Methoxypyridin-2-yl)-6-methyl-4-oxo-4H-chromen-8-yl)ethyl)amino)benzoic acid